1-(4-fluorobenzoyl)-3-methyl-2-oxopyrrolidine-3-carbonitrile FC1=CC=C(C(=O)N2C(C(CC2)(C#N)C)=O)C=C1